(2S)-2-(9-(1-(benzyloxy)ethyl)-7-chloro-1,1-dioxido-4-oxo-4,5-dihydrobenzo[f][1,2,5]thiadiazepin-2(3H)-yl)-3-(6-fluoro-2,3-dimethylphenyl)butanoic acid C(C1=CC=CC=C1)OC(C)C1=CC(=CC=2NC(CN(S(C21)(=O)=O)[C@H](C(=O)O)C(C)C2=C(C(=CC=C2F)C)C)=O)Cl